6-(3-pyridyl)-3-azabicyclo[4.1.0]heptane 2HCl Cl.Cl.N1=CC(=CC=C1)C12CCNCC2C1